C1(CCCC1)NC1=NC(=CC=C1NC(C)CC)C1=CC=NC=C1 N2-cyclopentyl-6-(4-pyridyl)-N3-sec-butyl-pyridine-2,3-diamine